ClC1=C(C=2N=C(N=C(C2C(=N1)OC(C)CC(C)NC)O)SC)F 7-chloro-8-fluoro-5-((4-(methylamino)pentan-2-yl)oxy)-2-(methylthio)pyrido[4,3-d]pyrimidin-4-ol